ClC=1C=C2C(=CN=C(C2=CN1)O[C@H](C)C[C@@H](C)S(=O)(=O)C)C=O 6-chloro-1-(((2R,4R)-4-(methylsulfonyl)pentan-2-yl)oxy)-2,7-naphthyridine-4-carbaldehyde